3-[(oxetan-3-ylmethyl)amino]benzoate O1CC(C1)CNC=1C=C(C(=O)[O-])C=CC1